CC(C=O)(CN1CCCC1)C 2,2-dimethyl-3-pyrrolidin-1-yl-propanal